C(C)(C)(C)OC(=O)C1=NC(=NC=C1)CBr 2-(Bromomethyl)pyrimidine-4-carboxylic acid tert-butyl ester